silver succinimide salt C1(CCC(N1)=O)=O.[Ag]